FC(OC1=CC=C(C=C1)S(=O)(=O)N1N=C2C(=C1)CN(C2)C([C@H](C2=CC=CC=C2)N2C(CC2)=O)=O)F 1-[(1S)-2-{2-[4-(difluoromethoxy)benzenesulfonyl]-2H,4H,5H,6H-pyrrolo[3,4-c]pyrazol-5-yl}-2-oxo-1-phenylethyl]azetidin-2-one